2-hexyldecyl iso-tridecanoate C(CCCCCCCCCC(C)C)(=O)OCC(CCCCCCCC)CCCCCC